(Z)-5-((1H-pyrrolo[2,3-b]pyridin-3-yl)methylene)-3-isopropyl-2-thioxothiazolidin-4-one N1C=C(C=2C1=NC=CC2)\C=C/2\C(N(C(S2)=S)C(C)C)=O